C(C)(=O)C1=CN(C2=CC=C(C=C12)C1=CN=NC=C1)CC(=O)N1[C@@H](C[C@H](C1)F)C(=O)NC1=CC=CC=2OC(C(NC21)=O)C (2S,4R)-1-(2-(3-acetyl-5-(pyridazin-4-yl)-1H-indol-1-yl)acetyl)-4-fluoro-N-(2-methyl-3-oxo-3,4-dihydro-2H-benzo[b][1,4]oxazin-5-yl)pyrrolidine-2-carboxamide